CC1=C(C=C(C(=C1)C)NS(=O)(=O)C(F)(F)F)NC(=O)N[C@@H](C)C=1N(N=CN1)C1=NC=CC=N1 1-[2,4-dimethyl-5-(trifluoromethylsulfonylamino)phenyl]-3-[(1S)-1-(2-pyrimidin-2-yl-1,2,4-triazol-3-yl)ethyl]urea